CN(S(=O)(=O)C=1C=NN(C(C1)=O)C)[C@@H](C(F)(F)F)C1=CC=C(C=C1)C(F)(F)F (R)-N,1-dimethyl-6-oxo-N-(2,2,2-trifluoro-1-(4-(trifluoromethyl)phenyl)ethyl)-1,6-dihydropyridazine-4-sulfonamide